(Z)-1-(2,4-dichlorophenyl)-2-((1-methyl-3-(trifluoromethyl)-1H-pyrazol-5-yl)oxy)ethan-1-one-O-cyclohexylmethyl oxime C1(CCCCC1)CO\N=C(/COC1=CC(=NN1C)C(F)(F)F)\C1=C(C=C(C=C1)Cl)Cl